tert-butyl (2S,4S)-4-(7-bromo-8-chloro-6-fluoro-4-(methylthio)-1H-imidazo[4,5-c]quinolin-1-yl)-2-(2-(tert-butoxy)-2-oxoethyl)piperidine-1-carboxylate BrC=1C(=CC=2C3=C(C(=NC2C1F)SC)N=CN3[C@@H]3C[C@H](N(CC3)C(=O)OC(C)(C)C)CC(=O)OC(C)(C)C)Cl